CC1=CC=C(C(=O)OC2=C(C(=CC(=C2)Br)C=NC2=CC(=CC(=C2)Cl)Cl)OC(C(C)C)=O)C=C1 5-bromo-3-((3,5-dichlorophenylimino)-methyl)-2-(isobutyryl-oxy)phenyl 4-methyl-benzoate